2,2,2-trifluoroethyl N-[2-(2-thienyl)ethyl]carbamate S1C(=CC=C1)CCNC(OCC(F)(F)F)=O